(10Z,12Z)-10,12-Octadecadienoic acid C(CCCCCCCC\C=C/C=C\CCCCC)(=O)O